N[C@H]1C[C@H](C1)C(=O)N1[C@H](C2=CC=CC=C2CC1)C1=CC=C(C=C1)F (cis-3-aminocyclobutyl)((S)-1-(4-fluorophenyl)-3,4-dihydroisoquinolin-2(1H)-yl)methanone